(S)-2-(difluoromethyl)-5-(4-(4-isopropylpyrazolo[1,5-a]pyridin-2-yl)-1,4,6,7-tetrahydro-5H-imidazo[4,5-c]pyridin-5-yl)-1,3,4-oxadiazole FC(C=1OC(=NN1)N1[C@@H](C2=C(CC1)NC=N2)C2=NN1C(C(=CC=C1)C(C)C)=C2)F